3-isopropyl-2-(1-(2-methoxyethyl)-1H-pyrazol-4-yl)-7-(1-(tetrahydro-2H-pyran-2-yl)-1H-pyrazol-4-yl)imidazo[2,1-f][1,2,4]triazin-4(3H)-one C(C)(C)N1C(=NN2C(C1=O)=NC=C2C=2C=NN(C2)C2OCCCC2)C=2C=NN(C2)CCOC